C1=CC=C2C(=C1)C(=CN2)CC(=O)O indolylacetic acid